(7S)-3-[(3-chloro-2-methoxyphenyl)amino]-2-(6-methoxy-1,5-naphthyridin-4-yl)-7-(methoxymethyl)-1H,5H,6H,7H-pyrrolo[3,2-c]pyridin-4-one ClC=1C(=C(C=CC1)NC1=C(NC2=C1C(NC[C@@H]2COC)=O)C2=CC=NC1=CC=C(N=C21)OC)OC